ClC1=NC=CC(=C1)C=1C=CC(=C(C1)S(=O)(=O)N1CCN(CC1)CC(C)O)C (4-((5-(2-chloropyridin-4-yl)-2-methylphenyl)sulfonyl)piperazin-1-yl)propan-2-ol